ClC1=CC2=C(N=N1)N(C=C2)[Si](C(C)C)(C(C)C)C(C)C 3-chloro-7-(triisopropylsilyl)-7H-pyrrolo[2,3-c]pyridazine